ClC1=CC=2N(C=C1)C=C(N2)CNN2C(N(CC2)C)=O 1-(((7-chloroimidazo[1,2-a]pyridin-2-yl)methyl)amino)-3-methylimidazolidin-2-one